C1(CC1)N1C[C@@H](CCC1)NC(CN1N=C(C2=C(C1=O)N=CN2C)C(=C)C)=O N-[(3R)-1-cyclopropyl-3-piperidinyl]-2-(7-isopropenyl-1-methyl-4-oxo-imidazo[4,5-d]pyridazin-5-yl)acetamide